(1-isopropyl-4-nitro-2-oxo-3-pyrrolin-3-yl)amine C(C)(C)N1C(C(=C(C1)[N+](=O)[O-])N)=O